ClC1=NC=C(C=C1)OC(Cl)(Cl)Cl 2-chloro-5-(trichloromethoxy)pyridine